ClC1=CC2=C(C=C3N2C(=NN(C3=O)CC(=O)N[C@H]3COCC3)C(C)C)S1 (R)-2-(2-chloro-5-isopropyl-8-oxothieno[2',3':4,5]pyrrolo[1,2-d][1,2,4]triazin-7(8H)-yl)-N-(tetrahydrofuran-3-yl)acetamide